N-(4-chlorophenyl)-4-(4-methyl-2-oxo-2,3-dihydro-1H-1,3-benzodiazol-1-yl)piperidine-1-carboxamide ClC1=CC=C(C=C1)NC(=O)N1CCC(CC1)N1C(NC2=C1C=CC=C2C)=O